1-(6-bromo-2-fluoro-pyridin-3-yl)ethanone BrC1=CC=C(C(=N1)F)C(C)=O